1,3-bis(2-methyl-4-aminophenoxy)benzene CC1=C(OC2=CC(=CC=C2)OC2=C(C=C(C=C2)N)C)C=CC(=C1)N